isopropyl-(methyl)carbamic acid chloromethyl ester ClCOC(N(C)C(C)C)=O